sodium (S)-3-(2',4'-dimethoxybiphenyl-3-yl)-3-(3-(1,5-dimethyl-4-oxido-2-oxo-1,2-dihydro pyridin-3-yl)ureido)propanoate COC1=C(C=CC(=C1)OC)C1=CC(=CC=C1)[C@H](CC(=O)[O-])NC(=O)NC=1C(N(C=C(C1[O-])C)C)=O.[Na+].[Na+]